C(C)(C)(C)OC(=O)N1[C@@H](COCC1)C=1C=C(C=C2CCN(CC12)C(=O)N1C[C@H](O[C@H](C1)C)C)C=1C=C2C(=NC1)NC=C2C (R)-3-(2-((2R,6s)-2,6-dimethylmorpholine-4-carbonyl)-6-(3-methyl-1H-pyrrolo[2,3-b]pyridin-5-yl)-1,2,3,4-tetrahydroisoquinolin-8-yl)morpholine-4-carboxylic acid tert-butyl ester